2-amino-6-(trimethylammonio)hexanoic acid NC(C(=O)O)CCCC[N+](C)(C)C